O1CCC(CC1)O tetrahydro-4-pyranol